ClC1=NC(=C2N=CN(C2=N1)COCC[Si](C)(C)C)Cl 2,6-dichloro-9-((2-(trimethylsilyl)ethoxy)methyl)-9H-purine